N-(3-(6-aminopyridin-3-yl)-4-methylphenyl)-4-ethoxy-1-(4-fluorophenyl)-2-Oxo-1,2-dihydropyridine-3-carboxamide NC1=CC=C(C=N1)C=1C=C(C=CC1C)NC(=O)C=1C(N(C=CC1OCC)C1=CC=C(C=C1)F)=O